N1(CCCC1)CC(=O)NC1=CC=C(C=C1)N1N=C2C(=CC=CC2=C1)C(=O)N 2-{4-[(pyrrolidin-1-ylacetyl)amino]phenyl}-2H-indazole-7-carboxamide